OC1C(OC=C1)=O hydroxyfuran-2-one